(5-((6-amino-2-(methylsulfonyl)-8-oxo-7,8-dihydro-9H-purin-9-yl)methyl)-2-methoxybenzyl)(3-((tert-butyldiphenylsilyl)oxy)phenyl)carbamic acid tert-butyl ester C(C)(C)(C)OC(N(C1=CC(=CC=C1)O[Si](C1=CC=CC=C1)(C1=CC=CC=C1)C(C)(C)C)CC1=C(C=CC(=C1)CN1C2=NC(=NC(=C2NC1=O)N)S(=O)(=O)C)OC)=O